C(CCCCCCCCCCC)C1=CC=C(C=C1)S(=O)(=O)ON=C(C#N)C1=CC=CC=C1 α-(4-dodecylbenzenesulfonyloxyimino)-phenylacetonitrile